Dipropylen Glycol Monobutyl Ether C(CCC)OC(C)COC(C)CO